C(C)N(C1CCN(CC1)C1=CC(=C(C=C1CC)NC1=NC(=NC=N1)NC=1C(=C2N=CC=NC2=CC1)P(C)C)OC)CC (6-((4-((4-(4-(diethylamino)piperidin-1-yl)-5-ethyl-2-methoxyphenyl)amino)-1,3,5-triazin-2-yl)amino)quinoxalin-5-yl)dimethylphosphine